NCCCOCCCOCCCN 1,3-bis-(3-aminopropoxy)propane